ClC1=CC=C(S1)CN1C(CC(CC1)(C(=O)O)CC1=NC(=CC=C1F)NC=1SC=CN1)C 1-((5-chlorothien-2-yl)methyl)-4-((3-fluoro-6-(thiazol-2-ylamino)pyridin-2-yl)methyl)-2-methylpiperidine-4-carboxylic acid